5-(2-methoxyethoxymethyl)-2-phenyl-N-(4-pyridylmethyl)-1H-indol-7-amine COCCOCC=1C=C2C=C(NC2=C(C1)NCC1=CC=NC=C1)C1=CC=CC=C1